4-(1-((3-benzyl-1,2,4-oxadiazol-5-yl)methyl)piperidin-4-yl)-7-fluoro-1-methyl-1,4-dihydropyrido[2,3-b]pyrazine-2,3-dione C(C1=CC=CC=C1)C1=NOC(=N1)CN1CCC(CC1)N1C2=C(N(C(C1=O)=O)C)C=C(C=N2)F